COCC(=O)N1CCN(CC1)CC1=CC(=NC=C1)NC=1SC2=C(N1)C=CC(=C2)C2=CC=NC=C2 2-methoxy-1-(4-((2-((6-(pyridin-4-yl)benzo[d]-thiazol-2-yl)amino)-pyridin-4-yl)methyl)-piperazin-1-yl)ethanone